O1CCC(CC1)=CC=1C=C(C(=O)OC(C)(C)C)C=CC1 tert-Butyl 3-(tetrahydropyran-4-ylidenemethyl)benzoate